4-(5-(7-(1H-pyrazol-4-yl)quinolin-5-yl)pyridin-2-yl)piperazine-1-carboxylic acid tert-butyl ester C(C)(C)(C)OC(=O)N1CCN(CC1)C1=NC=C(C=C1)C1=C2C=CC=NC2=CC(=C1)C=1C=NNC1